ytterbium(III) nitrate [N+](=O)([O-])[O-].[Yb+3].[N+](=O)([O-])[O-].[N+](=O)([O-])[O-]